C(#N)C1=CC(=C(C=C1)C1=CC(=NC(=C1)C1CC1)N1CC2=C(C=C(C=C2C1=O)CN(C(OC(C)(C)C)=O)C)C(F)(F)F)C1=NN=CN1C tert-Butyl N-[(2-{4-[4-cyano-2-(4-methyl-1,2,4-triazol-3-yl)phenyl]-6-cyclopropylpyridin-2-yl}-3-oxo-7-(trifluoromethyl)-1H-isoindol-5-yl)methyl]-N-methylcarbamate